C(#N)C=1C(=NC(=CC1)C1CC1)SCC(=O)NC1=CC=CC=C1 2-((3-cyano-6-cyclopropylpyridin-2-yl)thio)-N-phenylacetamide